5-cyano-N-[6-[6,7-dideuterio-1,5-bis(hydroxymethyl)-8-oxabicyclo[3.2.1]oct-2-en-3-yl]-2-(4,4-dimethylcyclohexen-1-yl)-3-pyridyl]-1H-imidazole-2-carboxamide C(#N)C1=CN=C(N1)C(=O)NC=1C(=NC(=CC1)C1=CC2(C(C(C(C1)(O2)CO)[2H])[2H])CO)C2=CCC(CC2)(C)C